C(C)(C)(C)OC(=O)N(CCCN1C=NC=2C=NC=C(C21)C2=CC=CC(=N2)N[C@H]2C[C@H](N(C2)C(=O)OCC2=CC=CC=C2)C(=O)OC)C O1-benzyl O2-methyl (2S,4S)-4-[[6-[1-[3-[tert-butoxycarbonyl(methyl)amino]propyl]imidazo[4,5-c]pyridin-7-yl]-2-pyridyl]amino]pyrrolidine-1,2-dicarboxylate